C(C)(=O)N[C@H](C(=O)N1CC2(CC2)C[C@H]1C(=O)N[C@@H](C[C@H]1C(NCC1)=O)C(COC(F)(F)F)=O)C(C)(C)C (S)-5-((S)-2-acetamido-3,3-dimethylbutyryl)-N-((S)-3-oxo-1-((S)-2-oxopyrrolidin-3-yl)-4-(trifluoromethoxy)butan-2-yl)-5-azaspiro[2.4]heptane-6-carboxamide